FC(C(=O)O)(F)F.NCC=1C=C2CN(C(C2=CC1)=O)C1C(NC(CC1)=O)=O 3-(5-(aminomethyl)-1-oxoisoindolin-2-yl)piperidine-2,6-dione 2,2,2-trifluoroacetate salt